OC1=C(C=C(C=C1)N1C(C2=CC=C(C=C2CC1)C1=CC=C(C=C1)C(F)(F)F)=O)NS(=O)(=O)C N-(2-hydroxy-5-(1-oxo-6-(4-(trifluoromethyl)phenyl)-3,4-dihydroisoquinolin-2(1H)-yl)phenyl)methanesulfonamide